N-[4-[(6,7-dimethoxy-4-quinolyl)oxy]-3-fluoro-phenyl]-1-(4-fluoro-2-methyl-phenyl)-6-methyl-2-oxo-pyridine-3-carboxamide COC=1C=C2C(=CC=NC2=CC1OC)OC1=C(C=C(C=C1)NC(=O)C=1C(N(C(=CC1)C)C1=C(C=C(C=C1)F)C)=O)F